C(C)(=O)N1CCC(CC1)C1=NN(C=2C=CC=C(C12)C1=C(C=C2C=NN(C2=C1)C)F)CC(=O)NC=1C(=NOC1)C 2-(3-(1-acetylpiperidin-4-yl)-5'-fluoro-1'-methyl-1H,1'H-[4,6'-biindazol]-1-yl)-N-(3-methylisoxazol-4-yl)acetamide